(2R,3R,4R,5R)-2-(4-Chloro-pyrrolo[2,3-d]pyrimidin-7-yl)-3-ethynyl-5-hydroxy-methyl-tetrahydrofuran-3,4-diol ClC=1C2=C(N=CN1)N(C=C2)[C@@]2(O[C@H]([C@@H]([C@]2(O)C#C)O)O)C